(rac)-1-[1-[2-amino-4-(trifluoromethoxy)benzoyl]-4-piperidyl]-6-(3-oxabicyclo[4.1.0]heptan-6-yl)-3H-imidazo[4,5-b]pyridin-2-one NC1=C(C(=O)N2CCC(CC2)N2C(NC3=NC=C(C=C32)C32CCOCC2C3)=O)C=CC(=C1)OC(F)(F)F